6-Chloro-3-[1-hydroxyl-(3-methyl-isoxazol-5-yl)-methylidene]-5-(4-methoxy-phenyl)-1,3-dihydro-indol-2-one ClC1=C(C=C2C(C(NC2=C1)=O)=C(O)C1=CC(=NO1)C)C1=CC=C(C=C1)OC